2-Phenyl-1H-benzo[d]imidazol-6-amin C1(=CC=CC=C1)C1=NC2=C(N1)C=C(C=C2)N